acrylic-2-ethyl ester CCOC(C=C)=O